(1S,2S,3R,4R)-3-(5'-aminocarbonyl-2'-fluoro-4-methoxy-[1,1'-biphenyl]-3-carboxamido)-5-(difluoromethylene)bicyclo[2.2.1]heptane-2-carboxylic acid methyl ester COC(=O)[C@H]1[C@@H]2CC([C@H]([C@H]1NC(=O)C=1C=C(C=CC1OC)C1=C(C=CC(=C1)C(=O)N)F)C2)=C(F)F